FC(C(=O)O)(F)F.COC([C@@H](CC(C)C)NC([C@@H](CC1=CC=CC=C1)N)=O)=O.BrC1=CC=C(C=N1)N1C(CCC1)=O 1-(6-bromopyridin-3-yl)pyrrolidin-2-one methyl-(2R)-2-[[(2R)-2-amino-3-phenylpropionyl]amino]-4-methylpentanoate trifluoroacetate